O1C(CCCC1)N1N=CC(=C1)C1=CC=C(C2=C1N=CS2)C2=CC=C(N=N2)NC2CC1CCC(C2)N1C(=O)OC(C)(C)C tert-butyl (exo)-3-[(6-[4-[1-(oxan-2-yl)pyrazol-4-yl]-1,3-benzothiazol-7-yl]pyridazin-3-yl)amino]-8-azabicyclo[3.2.1]octane-8-carboxylate